naphthobenzthiophene C1=CSC=2C1=CC=C1C2C=CC2=CC=CC=C21